FC=1C=C(C=CC1)[C@@H](OC1=CC=C2C(CCOC2=C1)=O)C1=CC=NC=C1 (S)-7-((3-Fluorophenyl)(pyridin-4-yl)methoxy)chroman-4-one